(3S)-3-[8-[4-[4-[2-[3-amino-6-(3-fluoro-2-hydroxy-phenyl)pyridazin-4-yl]-4-pyridyl]-1-piperidyl]cyclohexyl]-2,3-dihydro-1,4-benzoxazin-4-yl]piperidine-2,6-dione NC=1N=NC(=CC1C1=NC=CC(=C1)C1CCN(CC1)C1CCC(CC1)C1=CC=CC=2N(CCOC21)[C@@H]2C(NC(CC2)=O)=O)C2=C(C(=CC=C2)F)O